COC=1C=C2C=CN(C(C2=CC1)=O)C=1C=CC2=C(N=C(O2)C=2C=NC=CC2)C1 6-methoxy-2-[2-(pyridin-3-yl)-1,3-benzoxazol-5-yl]-1,2-dihydroisoquinolin-1-one